N-((1S)-1-(4-chlorocyclohexyl)-2-((4-((S)-2-methoxy-1-((S)-2-oxo-4-(trifluoromethyl)imidazolidin-1-yl)ethyl)pyridin-2-yl)amino)-2-oxoethyl)-1-isopropyl-1H-pyrazole-5-carboxamide ClC1CCC(CC1)[C@@H](C(=O)NC1=NC=CC(=C1)[C@@H](COC)N1C(N[C@@H](C1)C(F)(F)F)=O)NC(=O)C1=CC=NN1C(C)C